CC=1N=C2C(=NC(=NC2=NC1C)C1CC(OCC1)C=1C=NN(C1)C)[C@@H]1C[C@H](C1)C(F)(F)F 6,7-dimethyl-2-(2-(1-methyl-1H-pyrazol-4-yl)tetrahydro-2H-pyran-4-yl)-4-(trans-3-(trifluoromethyl)cyclobutyl)pteridine